CC(CC=CC1=C(C=CC=C1)C)CC1=C(C=CC=C1)C 2,2'-(4-Methylpent-1-ene-1,5-diyl)bis(methylbenzene)